trifluorodiazoethane FC(C=[N+]=[N-])(F)F